Cl.N1C[C@@H](CC1)C(=O)O (R)-pyrrolidine-3-carboxylic acid hydrochloride